C(C)(C)OC1=C(C=C(C=C1)SC)N1C(=NC2=CC=CC=C2C1=O)CN1CCN(CC1)C(=O)OC(C)(C)C tert-butyl 4-((3-(2-isopropoxy-5-(methylthio)phenyl)-4-oxo-3,4-dihydroquinazolin-2-yl)methyl)piperazine-1-carboxylate